Hept-5-ene-2-carbaldehyde CC(CCC=CC)C=O